DIMETHYLARSENIC ACID CO[As](OC)(O)=O